NC1=NC=C(C2=C1C(=C(N2C)C2=C(C=C(C=C2)NC(=O)C(=C)F)C)C=2C=C(C(=NC2)C(=O)N[C@@H](C(F)(F)F)C)Cl)Br 5-(4-amino-7-bromo-2-{4-[(2-fluoroacrylamino)]-2-methylphenyl}-1-methylpyrrolo[3,2-c]pyridin-3-yl)-3-chloro-N-[(2R)-1,1,1-trifluoropropan-2-yl]pyridine-2-carboxamide